(S)-1-(3-(3-((3-acetyl-5-methoxyphenyl)ethynyl)-4-amino-1H-pyrazolo[4,3-c]pyridin-1-yl)pyrrolidin-1-yl)prop-2-en-1-one C(C)(=O)C=1C=C(C=C(C1)OC)C#CC1=NN(C2=C1C(=NC=C2)N)[C@@H]2CN(CC2)C(C=C)=O